N[C@@H]1CN(C[C@@H]1F)C=1N(C(C2=C(N1)NC=C2C2=C(C1=CN(N=C1C=C2)C)Cl)=O)C 2-((3R,4S)-3-amino-4-fluoropyrrolidin-1-yl)-5-(4-chloro-2-methyl-2H-indazol-5-yl)-3-methyl-3,7-dihydro-4H-pyrrolo[2,3-d]pyrimidin-4-one